C(C)(C)(C)C=1C=C(CC2=C(C(=C(C(=C2C)CC2=CC(=C(C(=C2)C(C)(C)C)O)C(C)(C)C)C)CC2=CC(=C(C(=C2)C(C)(C)C)O)C(C)(C)C)C)C=C(C1O)C(C)(C)C 2,4,6-tris[3,5-di(tert-butyl)-4-hydroxybenzyl]-1,3,5-trimethylbenzene